FC1=C(C(=C(C(=C1P)F)F)F)F (pentafluorophenyl)-phosphin